((6-methoxy-2-methyl-1,2,3,4-tetrahydroisoquinolin-7-yl)amino)-5-((2-methoxyphenyl)amino)-1,2,4-triazine-6-carboxamide COC=1C=C2CCN(CC2=CC1NC=1N=NC(=C(N1)NC1=C(C=CC=C1)OC)C(=O)N)C